ClC1=C(C(=O)N2C(=C(C3=CC(=CC=C23)OC)CCN2CCOCC2)C)C=CC=C1Cl 1-(2,3-Dichlorobenzoyl)-5-methoxy-2-methyl-3-[2-(4-morpholinyl)ethyl]-1H-indole